(R)-8-(4-((3-(7-amino-5-azaspiro[2.4]heptan-5-yl)cyclobutyl)methyl)piperazin-1-yl)-9-ethyl-6,6-dimethyl-11-oxo-6,11-dihydro-5H-benzo[b]carbazole-3-carbonitrile N[C@H]1CN(CC12CC2)C2CC(C2)CN2CCN(CC2)C=2C(=CC1=C(C(C=3NC4=CC(=CC=C4C3C1=O)C#N)(C)C)C2)CC